CC(C)(C)[O-] 2-methylpropan-2-olate